C(C1=CC=CC=C1)OC=1C2=C(C=3[C@@H](CN(C3C1)C(=O)OC(C)(C)C)CCl)C=CC=C2 tert-Butyl (S)-5-(benzyloxy)-1-(chloromethyl)-1,2-dihydro-3H-benzo[e]indole-3-carboxylate